C(C)(C)(C)OC(\C(=C\C1=CC(=CC=C1)C(F)(F)P(=O)(OCC)OCC)\C)=O.FC1=C(C=NC=C1)C=CC(=O)NCCCCCCNC(C1=NC=CC=C1)=O N-(6-(3-(4-fluoropyridin-3-yl)acrylamido)hexyl)picolinamide tert-butyl-(E)-3-(3-((diethoxyphosphoryl)difluoromethyl)phenyl)-2-methylacrylate